CC=1C(=C(C(C)=C([C@H]([C@H]([C@@H]([C@H](C(O)=C(C2=C(C(=CC=C2)C)C)C)O)O)O)O)O)C=CC1)C di(trimethylbenzylidene)sorbitol